(Z)-7-((1R,2R,3R,5S)-3,5-dihydroxy-2-((R)-3-hydroxy-5-phenylpentyl)cyclopentyl)hept-5-enoic acid O[C@H]1[C@@H]([C@H]([C@H](C1)O)C\C=C/CCCC(=O)O)CC[C@H](CCC1=CC=CC=C1)O